2-(methoxymethyl)-4-(methylsulfonyl)piperazine-1-carboxylate COCC1N(CCN(C1)S(=O)(=O)C)C(=O)[O-]